2,4-dimethylpentyl mercaptan CC(CS)CC(C)C